6-chloro-7-{3-[1-hydroxy-3-(morpholin-4-yl)propyl]-1,5-dimethyl-1H-pyrazol-4-yl}-1H-indole-2-carboxylic acid ethyl ester C(C)OC(=O)C=1NC2=C(C(=CC=C2C1)Cl)C=1C(=NN(C1C)C)C(CCN1CCOCC1)O